6-((S)-2-((3aR,5R,6aS)-5-(3-fluorophenoxy)-3a-hydroxyhexahydrocyclopenta[c]pyrrol-2(1H)-yl)-1-hydroxyethyl)-3,4-dihydroquinolin-2(1H)-one FC=1C=C(O[C@H]2C[C@]3([C@H](CN(C3)C[C@@H](O)C=3C=C4CCC(NC4=CC3)=O)C2)O)C=CC1